CC(CC(=O)Cl)C 3-methylbutanoyl chloride